O=C(C(=O)O)C alpha-ketopropanoic acid